1,2-bis(4-cyanobenzylthio)ethane C(#N)C1=CC=C(CSCCSCC2=CC=C(C=C2)C#N)C=C1